OCC1=CNC=C1CO (3S,4R)-3,4-bis(hydroxymethyl)pyrrole